N-(4-chlorophenyl)-1-methyl-9-(1,2,3,6-tetrahydropyridin-4-yl)-6,7-dihydro-5H-benzo[c][1,2,3]triazolo[1,5-a]azepin-7-amine hydrochloride Cl.ClC1=CC=C(C=C1)NC1C2=C(C=3N(CC1)N=NC3C)C=CC(=C2)C=2CCNCC2